N12CCCN(CC1)C2C2=C(C(=CC(=C2)C)C(C)(C)C)O 2-(1,5-diazabicyclo[3.2.1]octan-8-yl)-6-(tert-butyl)-4-methylphenol